C(#N)C=1C=C2C(=CNC2=CC1)SC1=CC=C(C=C1)OC 5-cyano-3-((4-methoxyphenyl)thio)indole